4-[(1-Methyl-4-nitro-1H-pyrazol-3-ylmethyl)-amino]-piperidine-1-carboxylic acid tert-butyl ester C(C)(C)(C)OC(=O)N1CCC(CC1)NCC1=NN(C=C1[N+](=O)[O-])C